3-bromo-5-(trifluoromethyl)benzaldehyde BrC=1C=C(C=O)C=C(C1)C(F)(F)F